NC1=NOC2=C1C=C(C=C2)NC(OC(C)(C)C)=O tert-butyl 3-aminobenzo[d]isoxazol-5-ylcarbamate